3-(9-((4-(aminomethyl)-2,6-dimethylphenyl)carbamoyl)-4,5-dihydrobenzo[b]thieno[2,3-d]oxepin-8-yl)-6-((cyclopropylmethyl)carbamoyl)picolinic acid NCC1=CC(=C(C(=C1)C)NC(=O)C1=CC2=C(OCCC3=C2SC=C3)C=C1C=1C(=NC(=CC1)C(NCC1CC1)=O)C(=O)O)C